P(=O)(OC[C@@H](COCCCCCCCCCCCCCCCCCC)OC)(OC1C(C(C(CC1)O)O)O)O [(2R)-2-methoxy-3-octadecoxypropyl] (2,3,4-trihydroxycyclohexyl) hydrogen phosphate